N1N=CC2=CC(=CC=C12)NC1=NC(=NC=C1)C1=CC=C2C=C(N(C2=C1)C)C(=O)NC1=CN=NC=C1 6-(4-((1H-indazol-5-yl)amino)pyrimidin-2-yl)-1-methyl-N-(pyridazin-4-yl)-1H-indole-2-carboxamide